OCC(C(C)(C)C)=O 1-hydroxy-3,3-dimethylbutane-2-one